COC1=CC=C(C=C1)C1=CN=C2N1C=CN=C2C2(CC=C(C=C2)N)N 1-(3-(4-methoxyphenyl)imidazo[1,2-a]Pyrazin-8-yl)benzene-1,4-diamine